BrC1=C(C=C(C(=O)N2CC=3N=C(N(C(C3C[C@H]2C)=O)C2=CC=C(C=C2)C2=NN=CN2C)N[C@H](C)C=C)C=C1)C(F)(F)F (R)-7-(4-bromo-3-(trifluoromethyl)benzoyl)-2-(((R)-but-3-en-2-yl)amino)-6-methyl-3-(4-(4-methyl-4H-1,2,4-triazol-3-yl)phenyl)-5,6,7,8-tetrahydropyrido[3,4-d]pyrimidin-4(3H)-one